C1(CC1)OC1=CC(=NC(=N1)C(C)(F)F)NC1=CC(=NC=C1OC1CC(C1)OC)NC(C)=O N-(4-((6-cyclopropoxy-2-(1,1-difluoroethyl)pyrimidin-4-yl)amino)-5-((1s,3s)-3-methoxycyclobutoxy)pyridin-2-yl)acetamide